C(C)OC(=O)C1N(C2C=CC1C2)[C@@H](C)C2=CC=CC=C2.C(C)(C)(C)[S@](=O)N[C@H](C2=CC(=CS2)C(N)=N)C2CCCC2 5-((S)-(((S)-tert-butylsulfinyl)amino)(cyclopentyl)methyl)thiophene-3-carboximidamide ethyl-2-[(1S)-1-phenylethyl]-2-azabicyclo[2.2.1]hept-5-ene-3-carboxylate